C1(=CC=C(C=C1)C=1C(=CC=C2C(CCOC12)=O)OC(C1=CC=C(C#N)C=C1)C1=CC=NC=C1)C1=CC=CC=C1 4-(((8-([1,1'-biphenyl]-4-yl)-4-oxochroman-7-yl)oxy)(pyridin-4-yl)methyl)benzonitrile